C(C)(C)(CC(C)(C)C)C1=CC=C(C=C1)NC1=CC=CC2=CC=CC=C12 (p-tert-octylphenyl)-1-naphthylamine